tris-(hydroxymethyl)-aminomethane hydrochloride Cl.OCC(N)(CO)CO